(2-((((9H-fluoren-9-yl)methoxy)carbonyl)amino)-N-(carboxymethyl)-N,N-dimethylethan-1-aminium) chloride [Cl-].C1=CC=CC=2C3=CC=CC=C3C(C12)COC(=O)NCC[N+](C)(C)CC(=O)O